The molecule is a pyrrolecarboxylic acid that is pyrrole-2-carboxylic acid which is substituted at position 3 by a 1H-indol-3-yl group at at position 5 by a 5-hydroxy-1H-indol-3-yl group. It is a monocarboxylic acid, a member of hydroxyindoles and a pyrrolecarboxylic acid. It is a conjugate acid of a protoviolaceinate. C1=CC=C2C(=C1)C(=CN2)C3=C(NC(=C3)C4=CNC5=C4C=C(C=C5)O)C(=O)O